CC=1SC2=NC(=CC=C2N1)C(CC)O 1-(2-methylthiazolo[5,4-b]pyridin-5-yl)propan-1-ol